2-chloro-4-(1-dibenzofuranyl)-6-(1-phenanthryl)-1,3,5-triazine ClC1=NC(=NC(=N1)C1=CC=CC=2OC3=C(C21)C=CC=C3)C3=CC=CC=2C1=CC=CC=C1C=CC32